2,3-Di-O-(2-hydroxyisobutyl)ascorbic acid OC(COC=1C(=O)O[C@@H](C1OCC(C)(C)O)[C@@H](O)CO)(C)C